ClC1=C(C=CC(=C1)Cl)N1N=C(C=C1)OC\C=C(/C(/C(=O)NC)=N\OC)\C (Z,2e)-5-[1-(2,4-dichloro-phenyl)pyrazol-3-yl]-oxy-2-methoxyimino-N,3-dimethyl-pent-3-enamide